3-[6-(5-chloro-2-fluorophenyl)-2H,3H,4H-pyrido[3,2-b][1,4]oxazin-8-yl]pyridine ClC=1C=CC(=C(C1)C=1C=C(C=2OCCNC2N1)C=1C=NC=CC1)F